12-(6,11-dihydrodibenzo[b,e]thiepin-11-yl)-4-hydroxy-7,8,9,10-tetrahydro-12H-dipyridazino[1,2-a:1',6'-d][1,2,4]triazine-3,5-dione C1=CC=CC=2SCC3=C(C(C21)C2N1N(C(C=4N2N=CC(C4O)=O)=O)CCCC1)C=CC=C3